NC1=C(C=2C=NC(=C(C2N1C1=C(C(=CC=C1C)OC)C)F)CC)C#N 2-amino-6-ethyl-7-fluoro-1-(3-methoxy-2,6-dimethyl-phenyl)pyrrolo[3,2-c]pyridine-3-carbonitrile